CN1CN(C(C1)=O)C 1,3-dimethylimidazolidin-4-one